(E)-methyl 3-[2-(3-bromopropoxy)-4-methoxyphenyl]acrylate BrCCCOC1=C(C=CC(=C1)OC)/C=C/C(=O)OC